(S)-2-(2,6-dichlorobenzoylamino)-3-(5-(1,6-dimethyl-2-oxo-4-(trifluoromethyl)-1,2-dihydropyridin-3-yl)quinolin-8-yl)propionic acid ClC1=C(C(=O)N[C@H](C(=O)O)CC=2C=CC(=C3C=CC=NC23)C=2C(N(C(=CC2C(F)(F)F)C)C)=O)C(=CC=C1)Cl